1,2,3-tris-(2'-mercaptoethylthio)propane pyridin-2-yl-(S)-1-(4-fluorophenyl)-3,4-dihydroisoquinoline-2(1H)-carboxylate N1=C(C=CC=C1)OC(=O)N1[C@H](C2=CC=CC=C2CC1)C1=CC=C(C=C1)F.SCCSCC(CSCCS)SCCS